2,3-Dimethyl-4-(4,4,5,5-tetramethyl-1,3,2-dioxaborolan-2-yl)pyridine CC1=NC=CC(=C1C)B1OC(C(O1)(C)C)(C)C